N1C=CC2=CC(=CC=C12)C=1C=C2OC=3C=C(C=CC3N(C2=CC1)CCN1CCOCC1)C1=CC(=C(C=C1)O)C(F)(F)F 4-(7-(1H-indol-5-yl)-10-(2-morpholinoethyl)-10H-phenoxazin-3-yl)-2-(trifluoromethyl)phenol